COC([SiH2][Si](O[Si](C)(C)C)(C)[SiH2]C(OC)(OC)OC)(OC)OC bis-trimethoxysilaethyltetramethyldisiloxane